2-(3-acetaminophenyl)Acetic Acid Methyl Ester COC(CC1=CC(=CC=C1)NC(=O)C)=O